[N+](=O)([O-])C1=CC=C2CCN(CC2=C1)CCC=1SC=CC1 7-Nitro-2-(2-(thiophen-2-yl)ethyl)-1,2,3,4-tetrahydroisoquinoline